6-((benzyloxy)methyl)-1-(2-hydroxyethyl)-4-methylpyrido[2,3-d]pyridazin-2,5(1H,6H)-dione C(C1=CC=CC=C1)OCN1N=CC2=C(C1=O)C(=CC(N2CCO)=O)C